FC=1C=C(CNC=2C3=C(N=C(N2)NC2=C(C(=O)NC4CNCCC4)C=CC=C2)C=CS3)C=CC1 {4-[(3-fluorobenzyl)amino]thieno[3,2-d]pyrimidin-2-yl}amino-N-(piperidin-3-yl)benzamide